COC(NC1=NC=CC(=C1)OC1=CC=C(C=C1)NC(=O)NC=1N(N=C(C1)C1(COC1)C)C1=CC=C(C=C1)C)=O [4-(4-{3-[5-(3-Methyl-oxetan-3-yl)-2-p-tolyl-2H-pyrazol-3-yl]-ureido}-phenoxy)-pyridin-2-yl]-carbamic acid methyl ester